bis(5-hydroxypentyl) 2-mercaptopentanedioate SC(C(=O)OCCCCCO)CCC(=O)OCCCCCO